[W](Cl)(Cl)(Cl)(Cl)(Cl)Cl.ClC1(CCN(CC1)C1=C(C(=O)OC)C=C(C=N1)C(F)(F)F)Cl Methyl 2-(4,4-dichloropiperidin-1-yl)-5-(trifluoromethyl)nicotinate Tungsten(VI) chloride